C(#N)C=1C=CC=2N(C3=CC=C(C=C3C2C1)C#N)C 3,6-dicyano-9-methylcarbazole